FC=1C=C(C=CC1OC1=CC=NC2=CN=C(C=C12)OC)NC(=O)C=1C(N(C(=CC1)C)C1=NC=C(C=C1)F)=O N-[3-Fluoro-4-[(6-methoxy-1,7-naphthyridin-4-yl)oxy]phenyl]-1-(5-fluoropyridin-2-yl)-6-methyl-2-oxopyridine-3-carboxamide